C1(CCCCC1)N1CSCC1 N-cyclohexyl-4,5-dihydrothiazol